COCOC=1C=C(C(=NC1)C=1OC2=C(N1)C=C(C=C2)SC(F)(F)F)S(=O)(=O)CC 2-(5-methoxymethoxy-3-ethylsulfonyl-pyridin-2-yl)-5-(trifluoromethylthio)benzo[d]oxazole